C1=C(C=CC=2SC3=C(C21)C=CC=C3)N(C=3C=CC(=C(C3)O)C3=CC=C(C2=CC=CC=C32)N(C3=CC=2C(C1=CC=CC=C1C2C=C3)(C)C)C3=CC2=C(SC1=C2C=CC=C1)C=C3)C3=CC=1C(C2=CC=CC=C2C1C=C3)(C)C 5-[2-Dibenzothienyl(9,9-dimethyl-9H-fluoren-2-yl)amino]-2-[4-[2-dibenzothienyl(9,9-dimethyl-9H-fluoren-2-yl)amino]-1-naphthalenyl]phenol